FC(C1=CC=2N(C=C1)N=CC2C2=CC=CC(=N2)C2CN(CCC2)C(=O)OC(C)(C)C)(F)F tert-butyl 3-[6-[5-(trifluoromethyl)pyrazolo[1,5-a]pyridin-3-yl]-2-pyridyl]piperidine-1-carboxylate